C(C)N1CC(C1)NC=1N=NC(=C2C1N=CC=C2)C2=C(C=C(C=C2)C(F)(F)F)O 2-(8-((1-ethylazetidin-3-yl)amino)pyrido[2,3-d]pyridazin-5-yl)-5-(trifluoromethyl)phenol